6-(1-(4-(trifluoromethyl)benzyl)-1H-pyrazole-4-carbonyl)-2-(1-(trifluoromethyl)cyclopropane-1-carbonyl)-2,6-diazaspiro[3.4]octane-8-carboxamide FC(C1=CC=C(CN2N=CC(=C2)C(=O)N2CC3(CN(C3)C(=O)C3(CC3)C(F)(F)F)C(C2)C(=O)N)C=C1)(F)F